ClC1=C2CC(C(C2=CC(=C1Br)Cl)=O)C#N 4,6-dichloro-5-bromocyanoindanone